N1C(CCCCC1)C(=O)O azepane-2-carboxylic acid